COC1=C(C=CC=C1)C1=NN=C(O1)S 5-(2-methoxyphenyl)-2-mercapto-1,3,4-oxadiazole